FC1=CC=C(C=C1)C(CO)N1CCNCC1 2-(4-fluorophenyl)-2-(piperazin-1-yl)ethanol